FS(C1=CC=C(C(=O)NC2=CC3=C(SC(=C3)/C=C/C(=O)O)C=C2)C=C1)(F)(F)(F)F (E)-3-(5-(4-(pentafluoro-λ6-sulfanyl)benzamido)benzo[b]thiophen-2-yl)acrylic acid